N1=NC=NC(=C1)C(=O)[O-] [1,2,4]-triazine-5-carboxylate